7,7-dimethyl-6a,7,12,12a-tetrahydro-6H,13H-chromeno[3',4':5,6]thiopyrano[4,3-b]quinolone CC1(C2C(NC3=CC=CC=C13)C1=C(S(C2)=O)C=2C=CC=CC2OC1)C